C(C1=CC=CC=C1)(=O)OC[C@@]1(CN(C[C@@H](O1)N1C=2N=C(NC(C2N=C1)=O)NC(C(C)C)=O)C(C)C)CO [(2R,6R)-2-(hydroxymethyl)-4-isopropyl-6-[2-(2-methylpropanoylamino)-6-oxo-1H-purin-9-yl]morpholin-2-yl]methyl benzoate